C(#N)[C@H](C[C@H]1C(NCC1)=O)NC(=O)[C@@H]1N([C@H]2CC([C@@H]1CC2)(F)F)C([C@](C)(C2=CC=CC=C2)O)=O (1R,3R,4R)-N-((S)-1-cyano-2-((S)-2-oxopyrrolidin-3-yl)ethyl)-5,5-difluoro-2-((S)-2-hydroxy-2-phenylpropanoyl)-2-azabicyclo[2.2.2]octane-3-carboxamide